BrC=1C=CC(=C2C(C(=C(NC12)NC1=C(C=C(C=C1)Cl)Cl)C(CC(C)C)=O)=O)[N+](=O)[O-] 8-bromo-2-((2,4-dichlorophenyl)amino)-3-(3-methylbutanoyl)-5-nitroquinolin-4(1H)-one